tert-butyl (R,Z)-4-(hept-1-en-yl)-2,2-dimethyloxazolidine-3-carboxylate C(=C/CCCCC)/[C@H]1N(C(OC1)(C)C)C(=O)OC(C)(C)C